N-(1-cyclopropyl-1H-indazol-6-yl)-4-((2-hydroxyethyl)sulfonamido)-2-(6-azaspiro[2.5]octan-6-yl)benzamide C1(CC1)N1N=CC2=CC=C(C=C12)NC(C1=C(C=C(C=C1)NS(=O)(=O)CCO)N1CCC2(CC2)CC1)=O